ClC1=C(C=CC(=N1)C#N)C 6-chloro-5-methyl-pyridine-2-carbonitrile